Tert-butyl-(6S,8R)-6-(5-bromopyridin-2-yl)-8-methyl-7-(2,2,2-trifluoroethyl)-6,7,8,9-tetrahydrooxazolo[5,4-f]isoquinolin-2(3H)-one C(C)(C)(C)N1C(OC2=C3C[C@H](N([C@@H](C3=CC=C21)C2=NC=C(C=C2)Br)CC(F)(F)F)C)=O